(2R,4aR,9aR)-7-(2-(5-hydroxy-2,2-dimethylchroman-7-yl)ethyl)-1,1,4a-trimethyl-2,3,4,4a,9,9a-hexahydro-1H-xanthene-2,5-diol OC1=C2CCC(OC2=CC(=C1)CCC=1C=C(C=2O[C@@]3(CC[C@H](C([C@H]3CC2C1)(C)C)O)C)O)(C)C